(R)-N-(1-(benzylamino)-1-oxopropan-2-yl)-4-chlorobutanamide C(C1=CC=CC=C1)NC([C@@H](C)NC(CCCCl)=O)=O